FC(C1=NN=C(O1)C=1C=CC(=NC1)C(CN1CCCC1)N1N=NC(=C1)C=1C=CC(=NC1)N)F 5-(1-(1-(5-(5-(difluoromethyl)-1,3,4-oxadiazol-2-yl)pyridin-2-yl)-2-(pyrrolidin-1-yl)ethyl)-1H-1,2,3-triazol-4-yl)pyridin-2-amine